(S)-N-((R or S)-(4-chlorophenyl)(2-methylbenzo[d]oxazol-6-yl)methyl)-2-oxoimidazolidine-4-carboxamide ClC1=CC=C(C=C1)[C@@H](NC(=O)[C@H]1NC(NC1)=O)C1=CC2=C(N=C(O2)C)C=C1 |o1:7|